5-(4-amino-2-fluorophenyl)pyridazin-3(2H)-one NC1=CC(=C(C=C1)C1=CC(NN=C1)=O)F